FC(C1=NC=CC=C1O[C@@H](C)[C@@H]1CN(CCC1)C1=CN=CC(=N1)C=1SC=NN1)(F)F 2-(6-((S)-3-((S)-1-((2-(trifluoromethyl)pyridin-3-yl)oxy)ethyl)piperidin-1-yl)pyrazin-2-yl)-1,3,4-thiadiazole